N-acetyl-1-methyl-histidine C(C)(=O)N[C@@H](CC1=CN(C=N1)C)C(=O)O